(2S)-1-ethoxy-3-methyl-butan-2-amine hydrochloride Cl.C(C)OC[C@H](C(C)C)N